C1(CCCCC1)[C@H]1[C@H](C2=CC=C(C=C2C(C1)(F)F)O)C1=CC=C(C=C1)N1CCC(CC1)CN1CCN(CC1)C=1C=C2CN(C(C2=CC1)=O)[C@@H]1C(NC(CC1)=O)=O (S)-3-(5-(4-((1-(4-((1S,2S)-2-cyclohexyl-4,4-difluoro-6-hydroxy-1,2,3,4-tetrahydronaphthalen-1-yl)phenyl)piperidin-4-yl)methyl)piperazin-1-yl)-1-oxoisoindolin-2-yl)piperidine-2,6-dione